(2S)-2-amino-3-[4-(3-methyl-2-oxo-1,3-benzoxazol-5-yl)phenyl]propanenitrile N[C@H](C#N)CC1=CC=C(C=C1)C=1C=CC2=C(N(C(O2)=O)C)C1